(ALPHAR)-ALPHA-HYDROXY-CYCLOPROPANEPROPANOIC ACID OC(C(=O)O)CC1CC1